(R or S)-2-(3-(ethoxy-methyl)-3-(4-fluoro-phenethyl)pyrrolidin-1-yl)-2-methyl-1-(6-methylpyridin-3-yl)propan-1-one C(C)OC[C@]1(CN(CC1)C(C(=O)C=1C=NC(=CC1)C)(C)C)CCC1=CC=C(C=C1)F |o1:4|